methyl 3-(7-((1-(5-bromo-2-(trifluoromethoxy) benzyl) piperidin-4-yl) methoxy)-2,3-dihydrobenzofuran-5-yl)-3-cyclopropylpropionate BrC=1C=CC(=C(CN2CCC(CC2)COC2=CC(=CC=3CCOC32)C(CC(=O)OC)C3CC3)C1)OC(F)(F)F